C(=O)O.N1NNNNNCCCCCCCC(CCCCCCCCCCCC1)C(=O)O hexaazacyclohexacosane-14-carboxylic acid formate